C1(CC1)CCC=1C=C2CCN3C(C2=CC1)=C(C(=CC3=O)OC[C@H]3OCCOC3)C(C)C 9-(2-cyclopropyl-ethyl)-2-((S)-1-[1,4]dioxan-2-ylmethoxy)-1-isopropyl-6,7-dihydro-pyrido[2,1-a]isoquinolin-4-one